(2R,4S)-4-[tert-butyl(diphenyl)silyl]oxypyrrolidine-2-carboxylic acid [Si](C1=CC=CC=C1)(C1=CC=CC=C1)(C(C)(C)C)O[C@H]1C[C@@H](NC1)C(=O)O